N[C@@]1(C(CCCC1)=O)C1=CC=CC=C1 |r| Racemic-2-amino-2-phenyl-cyclohexan-1-one